bis(2,6-dimethyl-4-aminophenyl)-1,4-diisopropylbenzene CC1=C(C(=CC(=C1)N)C)C=1C(=C(C=CC1C(C)C)C(C)C)C1=C(C=C(C=C1C)N)C